C1(=O)ON2CCN(OC(C(C1O)O)=O)OC(C(C(C(=O)O2)O)O)=O ethylenediamine ditartrate